COC1=C2C(=NC=C1)C=C(O2)C(=O)O 7-methoxy-furo[3,2-b]pyridine-2-formic acid